C(#N)C=1C=C(C=CC1)C=1N=C2N(N=C(C=C2)C(=O)N[C@H](C(C)(C)O)C)C1C1=CC(=NC(=C1)C)C(F)F 2-(3-cyanophenyl)-3-[2-(difluoromethyl)-6-methyl-4-pyridinyl]-N-[(1S)-2-hydroxy-1,2-dimethyl-propyl]imidazo[1,2-b]pyridazine-6-carboxamide